2-(6-methylpyridin-3-yl)-N-(2-morpholino-5-(piperidin-1-yl)oxazolo[4,5-b]Pyridin-6-yl)oxazole-4-carboxamide CC1=CC=C(C=N1)C=1OC=C(N1)C(=O)NC=1C=C2C(=NC1N1CCCCC1)N=C(O2)N2CCOCC2